FC1=C(C=CC(=C1)F)N1N=C(C(C1(C(=O)NCC1CN(CCO1)C)C)C=1SC=CC1)C1=CC=C(C=C1)F 1-(2,4-difluorophenyl)-3-(4-fluorophenyl)-5-methyl-N-((4-methylmorpholin-2-yl)methyl)-4-(thiophen-2-yl)-4,5-dihydro-1H-pyrazole-5-carboxamide